2-(2-Fluoro-5-(1-methylcyclopropyl)phenyl)-4,4,5,5-tetramethyl-1,3,2-dioxaborolane FC1=C(C=C(C=C1)C1(CC1)C)B1OC(C(O1)(C)C)(C)C